3-(6-amino-1-(4-amino-3-methylbenzyl)-1H-pyrazolo[3,4-d]pyrimidin-4-yl)-2-fluorobenzonitrile NC1=NC(=C2C(=N1)N(N=C2)CC2=CC(=C(C=C2)N)C)C=2C(=C(C#N)C=CC2)F